tert-butyl 6-[4-benzyloxy-1-(2,4-difluorophenyl)pyrazolo[3,4-d]pyrimidin-6-yl]-3,6-diazabicyclo[3.1.1]heptane-3-carboxylate C(C1=CC=CC=C1)OC1=C2C(=NC(=N1)N1C3CN(CC1C3)C(=O)OC(C)(C)C)N(N=C2)C2=C(C=C(C=C2)F)F